FC1=CC(=C(C(=C1)C(C)C)NC(=O)C1=NN2C(OCC(C2)OC)=C1S(=O)(N)=N)C(C)C ((4-fluoro-2,6-diisopropylphenyl)carbamoyl)-6-methoxy-6,7-dihydro-5H-pyrazolo[5,1-b][1,3]oxazine-3-sulfonimidamide